S-adenosyl-methionine hydrochloride Cl.[C@@H]1([C@H](O)[C@H](O)[C@@H](C[S+](CC[C@H](N)C(=O)O)C)O1)N1C=NC=2C(N)=NC=NC12